Cl.NC1=NC(=C(C=C1C=1C=C2C(=CNC(C2=CN1)=O)Cl)C1=CC=C(C=C1)N1CCN(CC1)C(C)C)F 6-(2-amino-6-fluoro-5-(4-(4-isopropylpiperazin-1-yl)phenyl)pyridin-3-yl)-4-chloro-2,7-naphthyridin-1(2H)-one, hydrochloride